N-(5-(5-acetamido-1H-pyrazol-1-yl)-1,3,4-thiadiazol-2-yl)-4-(3,5-dimethoxypyridin-4-yl)-3-(2-methoxyethoxy)-2-oxo-2H-pyran-6-carboxamide C(C)(=O)NC1=CC=NN1C1=NN=C(S1)NC(=O)C1=CC(=C(C(O1)=O)OCCOC)C1=C(C=NC=C1OC)OC